C(=O)(O)C1CCC(CC1)CN1C(C=CC1=O)=O N-(4-carboxycyclohexylmethyl)maleimide